N-(6-(benzo[d]thiazol-5-yl)-1-(thiophen-3-yl)-1H-pyrazolo[3,4-d]pyrimidin-4-yl)-5-nitrothiophene-2-carboxamide S1C=NC2=C1C=CC(=C2)C2=NC(=C1C(=N2)N(N=C1)C1=CSC=C1)NC(=O)C=1SC(=CC1)[N+](=O)[O-]